C(#N)C1=CC(=C(OC2=C(C(=O)NC3=CC(=CC=C3)[S@@](=O)(=N)C)C(=C(C=N2)C=2C=NN(C2)C)C)C=C1)OC (R)-2-(4-cyano-2-methoxyphenoxy)-4-methyl-5-(1-methyl-1H-pyrazol-4-yl)-N-(3-(S-methylsulfonimidoyl)phenyl)nicotinamide